N1C=CC2=CC(=CC=C12)NC(C1=C(C(=CC=C1)C(F)(F)F)Cl)=O N-(1H-indol-5-yl)-2-chloro-3-trifluoromethyl-benzamide